ClC=1C=C(C=CC1F)NC(=O)N[C@H](C)C1=CNC(C2=C(C(=CC=C12)F)F)=O (R)-1-(3-chloro-4-fluorophenyl)-3-(1-(7,8-difluoro-1-oxo-1,2-dihydroisoquinolin-4-yl)ethyl)urea